3,5-dimethoxy-4-isopropylbenzyl bromide COC=1C=C(CBr)C=C(C1C(C)C)OC